C(#N)C[C@@H]1N(CCN(C1)C=1C2=C(N=C(N1)OC[C@H]1N(CCC1)C)C(N(C(=N2)C)C2=C1C=NNC1=CC(=C2C)C)=O)C(=O)OCC2=CC=CC=C2 benzyl (S)-2-(cyanomethyl)-4-(7-(5,6-dimethyl-1H-indazol-4-yl)-6-methyl-2-(((S)-1-methylpyrrolidin-2-yl)methoxy)-8-oxo-7,8-dihydropyrimido[5,4-d]pyrimidin-4-yl)piperazine-1-carboxylate